4-(6-methylquinolin-2-yl)aniline CC=1C=C2C=CC(=NC2=CC1)C1=CC=C(N)C=C1